ClC1=C(C=C(C=C1)C1=CN(C2=NC(=CC=C21)C(=O)N2C(CN(CC2)C2=NC(=C(C(=O)OC)C(=C2)C)C)(C)C)CC)F methyl 6-(4-(3-(4-chloro-3-fluorophenyl)-1-ethyl-1H-pyrrolo[2,3-b]pyridine-6-carbonyl)-3,3-dimethylpiperazin-1-yl)-2,4-dimethylnicotinate